4-nitrobenzoic acid-2,2-diethylaminoethyl ester C(C)NC(COC(C1=CC=C(C=C1)[N+](=O)[O-])=O)NCC